1-(4-(oxiran-2-ylmethoxy)phenyl)ethan-1-one O1C(C1)COC1=CC=C(C=C1)C(C)=O